FC(C=1C(=CC(=NC1)C=1C=NC(=NC1)C(F)(F)F)CNC(=O)[C@@H]1C2CC(N1S(=O)(=O)C1=CC=C(C=C1)F)C2)F (2S)-N-[[5-(difluoromethyl)-2-[2-(trifluoromethyl)pyrimidin-5-yl]-4-pyridyl]methyl]-3-(4-fluorophenyl)sulfonyl-3-azabicyclo[2.1.1]hexane-2-carboxamide